FC(C(=O)OCCCCC)(C(C(=O)OCCCCC)(F)F)F dipentyl 2,2,3,3-tetrafluorosuccinate